C(N)(=N)C=1C=C(SC1)[C@@H](C)NC(=O)[C@H]1N([C@H]2C[C@]2(C1)C)C(CNC(=O)C1=CC=2C(C3=CC=CC=C3C2C=C1)(F)F)=O (1S,3S,5S)-N-[(1R)-1-(4-carbamimidoylthiophen-2-yl)ethyl]-2-{2-[(9,9-difluorofluoren-2-yl)formamido]acetyl}-5-methyl-2-azabicyclo[3.1.0]hexane-3-carboxamide